2-thenylthio-ethylamine C1(=CC=CS1)CSNCC